2-chloro-4-(2-methoxyphenyl)pyrimidine ClC1=NC=CC(=N1)C1=C(C=CC=C1)OC